C(CC1=CC=CC=C1)C1=NC2=C(N1)C=CC=C2C(=O)N 2-phenethyl-1H-benzo[d]imidazole-4-carboxamide